ClC1=C(C(=O)[O-])C=CC=C1C1=CC(NC=C1)=O.[Li+].C[C@@H]1COCCN1CC1(CC1)CO (R)-(1-((3-Methylmorpholino)methyl)cyclopropyl)methanol Lithium 2-chloro-3-(2-oxo-1,2-dihydropyridin-4-yl)benzoate